N-(2-Amino-4-((4-hydroxybenzyl)amino)phenyl)heptanamid NC1=C(C=CC(=C1)NCC1=CC=C(C=C1)O)NC(CCCCCC)=O